C(C)(C)(C)C1N(CC1(F)C1=NC(=CC=C1)N1N=C(C=2C=NC(=CC21)NC(C)=O)C)C(=O)O tert-butyl-3-(6-(6-acetamido-3-methyl-1H-pyrazolo[4,3-c]pyridin-1-yl)pyridin-2-yl)-3-fluoroazetidine-1-carboxylic acid